OC1=NC=CC(=C1)C1=CC=2C(NCCC2N1)=O 2-(2-hydroxypyridin-4-yl)-1H,5H,6H,7H-pyrrolo[3,2-c]pyridin-4-one